4-chloro-5-iodo-1-(tetrahydrofuran-3-yl)-1H-pyrazole ClC=1C=NN(C1I)C1COCC1